(R)-6-(azepan-4-yloxy)-N-(5-(difluoromethoxy)-1H-pyrazol-3-yl)pyrazin-2-amine N1CC[C@@H](CCC1)OC1=CN=CC(=N1)NC1=NNC(=C1)OC(F)F